C(C)(C)(C)C1=NC=NC(=C1)C=C 4-(tert-Butyl)-6-vinylpyrimidine